N-phenylbenzene-1,2-diamine C1(=CC=CC=C1)NC=1C(=CC=CC1)N